C(C)(C)(C)OC(=O)N1CCC(CC1)N1C=NC2=C(C(=CC=C2C1=O)C1=CC2=CN(N=C2C(=C1)C)C)F.C1(=CC=CC=C1)[P+](CCCCOC1=CC=C(C=C1)C=C)(C1=CC=CC=C1)C1=CC=CC=C1 triphenyl(4-(4-vinylphenoxy)butyl)phosphonium Tert-butyl-4-(7-(2,7-dimethyl-2H-indazol-5-yl)-8-fluoro-4-oxoquinazolin-3(4H)-yl)piperidine-1-carboxylate